Cl.OCC([C@H](C[C@H]1C(NCC1)=O)NC(=O)[C@H]1NC[C@H]2[C@@H]1CCC2)=O (1S,3aR,6aS)-N-((S)-4-hydroxy-3-oxo-1-((S)-2-oxopyrrolidin-3-yl)butan-2-yl)octahydrocyclopenta[c]pyrrole-1-carboxamide hydrochloride